(2,4-di-tert-butylphenyl) biphenyl-bisphosphite P(O)(O)O.P(O)(O)O.C(C)(C)(C)C1=C(C=CC(=C1)C(C)(C)C)C1=C(C=CC=C1)C1=CC=CC=C1